BrC1=C(C=NC(=C1)[N+](=O)[O-])OC1=C(C(=O)OC)C(=CC=C1)Cl methyl 2-((4-bromo-6-nitropyridin-3-yl)oxy)-6-chlorobenzoate